3-amino-4,6-bis(4-methoxyphenyl)pyridazine NC=1N=NC(=CC1C1=CC=C(C=C1)OC)C1=CC=C(C=C1)OC